FC1=C(C(=CC=C1)F)C#CC1=CC=C(C=C1)N1C(=CC=C1C)C 1-(4-((2,6-difluorophenyl)ethynyl)phenyl)-2,5-dimethyl-1H-pyrrole